(S)-5-(3-but-2-ynylaminopiperidin-1-yl)-2,3-dioxo-pyridine C(C#CC)N[C@@H]1CN(CCC1)C1=CC(C(N=C1)=O)=O